NC=1C=C(C(=O)N2C[C@@H]([C@@H](CC2)OC)NC(OC(C)(C)C)=O)C=C(C1NC1CC1)F tert-butyl ((3S,4R)-1-(3-amino-4-(cyclopropylamino)-5-fluorobenzoyl)-4-methoxypiperidin-3-yl)carbamate